CC=1OC=C(N1)N1C(CN([C@H]2CCCC[C@H]12)C(=O)C=1C2=C(NN1)CCC2)=O (4AS,8aS)-1-(2-methyl-oxazol-4-yl)-4-(1,4,5,6-tetrahydrocyclopenta[c]pyrazole-3-carbonyl)octahydroquinoxalin-2(1H)-one